5-(4-((2-(methylamino)pyrimidin-5-yl)methoxy)phenyl)-2-oxo-6-(trifluoromethyl)-1,2-dihydropyridine-3-carboxamide CNC1=NC=C(C=N1)COC1=CC=C(C=C1)C=1C=C(C(NC1C(F)(F)F)=O)C(=O)N